6-(4-ethoxyphenyl)-N'-((5-methoxy-2-methylpyridin-3-yl)methyl)pyrazine-2-carbohydrazide C(C)OC1=CC=C(C=C1)C1=CN=CC(=N1)C(=O)NNCC=1C(=NC=C(C1)OC)C